(S)-2-((2-((S)-4-(difluoromethyl)-2-oxooxazolidin-3-yl)-11-fluoro-5,6-dihydrobenzo[f]imidazo[1,2-d][1,4]oxazepin-9-yl)amino)propionamide FC([C@H]1N(C(OC1)=O)C=1N=C2N(CCOC3=C2C(=CC(=C3)N[C@H](C(=O)N)C)F)C1)F